(R)-3'-(5-(3-hydroxy-1-methyl-2-oxopyrrolidin-3-yl)isoxazol-3-yl)-[1,1'-biphenyl]-3-carboxamide O[C@@]1(C(N(CC1)C)=O)C1=CC(=NO1)C=1C=C(C=CC1)C1=CC(=CC=C1)C(=O)N